CN1C(C(=C(C2=CC=CC=C12)N1CC2(C1)CN(CC2)C2=CC=C(C=C2)OC(F)(F)F)C#N)=O 1-methyl-2-oxo-4-{6-[4-(trifluoromethoxy)phenyl]-2,6-diazaspiro[3.4]oct-2-yl}-1,2-dihydroquinoline-3-carbonitrile